1,6-dihydropyridine-2-carbonitrile N1C(=CC=CC1)C#N